N=C1OC(=CN1CC1=CC=CC=2NC(=NC21)NC(CO)(C)C2=CC(=CC=C2)C(F)(F)F)C (+)-2-({4-[(2-imino-5-methyl-2,3-dihydro-1,3-oxazol-3-yl)methyl]-1H-1,3-benzodiazol-2-yl}amino)-2-[3-(trifluoromethyl)-phenyl]propan-1-ol